2-[3-[4-(2-hydroxyethyl)pyrazol-1-yl]-1-[2-[[1-[2-(4-methylpiperazin-1-yl)-2-oxo-ethyl]pyrazol-4-yl]amino]-[1,2,4]triazolo[1,5-a]pyridin-8-yl]azetidin-3-yl]acetonitrile OCCC=1C=NN(C1)C1(CN(C1)C=1C=2N(C=CC1)N=C(N2)NC=2C=NN(C2)CC(=O)N2CCN(CC2)C)CC#N